2-methylenethiazolidine C=C1SCCN1